9,9'-(5-(2,6-diphenylpyrimidin-4-yl)-1,3-phenylene)bis(3-mesityl-9H-carbazole) C1(=CC=CC=C1)C1=NC(=CC(=N1)C=1C=C(C=C(C1)N1C2=CC=CC=C2C=2C=C(C=CC12)C1=C(C=C(C=C1C)C)C)N1C2=CC=CC=C2C=2C=C(C=CC12)C1=C(C=C(C=C1C)C)C)C1=CC=CC=C1